1-(phenylmethyl)urea C1(=CC=CC=C1)CNC(=O)N